NC1=NC=C(C=C1C=1C=C2CCNC(C2=CC1)=O)C1=CC=C(C=C1)C1N(CCCC1)CC(F)(F)F 6-(2-amino-5-(4-(1-(2,2,2-trifluoroethyl)piperidin-2-yl)phenyl)pyridin-3-yl)-3,4-dihydroisoquinolin-1(2H)-one